3-((2,6-dichloro-1-(1-propyl-1H-pyrazol-4-yl)-1H-indol-3-yl)thio)benzoic acid ClC=1N(C2=CC(=CC=C2C1SC=1C=C(C(=O)O)C=CC1)Cl)C=1C=NN(C1)CCC